NC=1C=C(C=CC1)CN(C(C(NC=1C2=C(C(=NC1)N)C=NN2C2OCCCC2)=O)=O)CC2=CC=CC=C2 N'-[(3-aminophenyl)methyl]-N-(4-amino-1-tetrahydropyran-2-yl-pyrazolo[4,3-c]pyridin-7-yl)-N'-benzyl-oxamide